(6-(tert-Butyl)-4-(2-fluoro-6-(trifluoromethoxy)phenoxy)furo[2,3-d]pyrimidin-5-yl)(piperidin-1-yl)methanone C(C)(C)(C)C1=C(C2=C(N=CN=C2OC2=C(C=CC=C2OC(F)(F)F)F)O1)C(=O)N1CCCCC1